C(C1=CC=CC=C1)C1(CCN(CC1)C1=NC=C(C=C1)C=1C=2N(C=C(C1)OCC)N=CC2C#N)NC(CN2CCC(CC2)C=O)=O N-[4-benzyl-1-[5-(3-cyano-6-ethoxy-pyrazolo[1,5-a]pyridin-4-yl)-2-pyridyl]-4-piperidyl]-2-(4-formyl-1-piperidyl)acetamide